C(CC)S(=O)(=O)[O-].[Na+].SC=1NC=CN1 sulfydryl-imidazole sodium propanesulfonate